N1(CCCC1)C1=CC=NC=C1 4-(N-pyrrolidinyl)pyridine